N-(2-chloro-3-((3,4-dihydro-2H-pyrimido[1,2-c]quinazolin-10-yl)oxy)-6-fluorophenyl)propane-1-sulfonamide ClC1=C(C(=CC=C1OC1=CC=2C=3N(C=NC2C=C1)CCCN3)F)NS(=O)(=O)CCC